ethyl (2Z)-2-azido-3-(furan-2-yl)prop-2-enoate N(=[N+]=[N-])\C(\C(=O)OCC)=C/C=1OC=CC1